O1C[N]C(CC1)=O 1,3λ2-oxazinan-4-one